2-bromo-N-(tert-butyl)-N-(3-methylbut-2-en-1-yl)-3-oxobutanamide BrC(C(=O)N(CC=C(C)C)C(C)(C)C)C(C)=O